(1-Methyl-4H-chromeno[4,3-d]isoxazol-7-yl)methanol CC1=NOC2=C1C=1C=CC(=CC1OC2)CO